2'-chloro-2-fluoro-[1,1'-biphenyl] ClC1=C(C=CC=C1)C1=C(C=CC=C1)F